C(C)N1NC(C2=CC=C(C=C12)NC1=NC=C(C(=C1)N[C@H](CO)C1=CC=CC=C1)C1=NC2(CO1)CCOCC2)=O (S)-1-ethyl-6-((4-((2-hydroxy-1-phenylethyl)amino)-5-(3,8-dioxa-1-azaspiro[4.5]dec-1-en-2-yl)pyridin-2-yl)amino)-1,2-dihydro-3H-indazol-3-one